F[C@H]1CN(CC[C@H]1NC1=C2C=C(N(C2=CC=C1)CC(F)(F)F)C1=NN=C(O1)CNC(=O)C=1SC=CC1)C N-((5-(4-(((3S,4R)-3-fluoro-1-methylpiperidin-4-yl)amino)-1-(2,2,2-trifluoroethyl)-1H-indol-2-yl)-1,3,4-oxadiazol-2-yl)methyl)thiophene-2-carboxamide